N1N=CC(=C1)C1=CC=C(C=C1)C1=CC(=NN1)NC1=C(C=CC=C1CC)O (5-(4-(1H-pyrazol-4-yl)phenyl)-1H-pyrazol-3-yl)amino-3-ethylphenol